CN1C(=NC(=C1)C1=C(C=CC=C1)C=1C(=C(C=C(C1)C)N1C2=CC=CC=C2C=2C=CC=CC12)[O-])C=1N(C=C(N1)C1=C(C=CC=C1)C=1C(=C(C=C(C1)C)N1C2=CC=CC=C2C=2C=CC=CC12)[O-])C.C(C1=CC=CC=C1)[Zr+2]CC1=CC=CC=C1 Dibenzylzirconium [2',2'''-(1,1'-dimethyl-1H,1'H-[2,2'-biimidazole]-4,4'-diyl)bis(3-(9H-carbazol-9-yl)-5-methyl-[1,1'-biphenyl]-2-olate)]